O1N=C(C2=C1C=CC=C2)CS(=O)(=O)NC(C(OC)OC)CCCC 1-(benzo[d]isoxazol-3-yl)-N-(1,1-dimethoxyhexane-2-yl)methanesulfonamide